methyl-propenyl-alpha-D-mannfuranose C[C@]1([C@@](O)(O[C@@H]([C@@H]1O)[C@H](O)CO)C=CC)O